O=C1NC(CC[C@@H]1NC(=O)C1=CC(N(C=C1OC)C1CCN(CC1)C(=O)OC(C)(C)C)=O)=O tert-butyl (S)-4-(4-((2,6-dioxopiperidin-3-yl)carbamoyl)-5-methoxy-2-oxopyridin-1(2H)-yl)piperidine-1-carboxylate